O=C1NC(CCC1NC1=CC(=C(C=C1)C1CCN(CC1)C(CC1(CCN(CC1)C(=O)OC(C)(C)C)O)=O)F)=O tert-butyl 4-(2-(4-(4-((2,6-dioxopiperidin-3-yl)amino)-2-fluorophenyl)piperidin-1-yl)-2-oxoethyl)-4-hydroxypiperidine-1-carboxylate